(4-((4-phenoxypiperidin-1-yl)methyl)phenyl)methanol O(C1=CC=CC=C1)C1CCN(CC1)CC1=CC=C(C=C1)CO